C1(CCCC1)N1N=C(C2=CC=C(C=C12)COC1=CC=C(C=C1)[C@H](CC(=O)O)C)C1=C(C=C(C(=C1)Cl)O)Cl (S)-3-(4-((1-cyclopentyl-3-(2,5-dichloro-4-hydroxyphenyl)-1H-indazol-6-yl)methoxy)phenyl)butanoic acid